Tri(2-methyl-3-heptyl)citrat CC(C)C(CCCC)C(C(C(C(=O)[O-])(C(C(C)C)CCCC)C(C(C)C)CCCC)(O)C(=O)[O-])C(=O)[O-]